ClC1=NN=NC(=C1)Cl 4,6-dichlorotriazine